2-(((1R,3R)-9'-(benzyloxy)-5'-(3,4-difluorophenyl)-4',4'-dimethyl-4',5'-dihydro-3'H-spiro[cyclobutane-1,1'-pyrano[4,3-b]indol]-3-yl)oxy)propanoic acid C(C1=CC=CC=C1)OC=1C=2C3=C(N(C2C=CC1)C1=CC(=C(C=C1)F)F)C(COC31CC(C1)OC(C(=O)O)C)(C)C